C1(CC1)C=1C=C(C=C(C1)N1N=C(C2=CC=CC=C12)C1=CC=C(C=C1)C(F)(F)F)NC(C=C)=O N-(3-cyclopropyl-5-(3-(4-(trifluoromethyl)phenyl)-1H-indazol-1-yl)phenyl)acrylamide